FC1=CC=C(C=C1)[C@@H](C(=O)NC1=NC=CC(=C1)C1=C(C=2C(N(C=C(C2N1)CC(F)(F)F)C)=O)C1=CC=C(C=C1)F)C (2S)-2-(4-fluorophenyl)-N-{4-[3-(4-fluorophenyl)-5-methyl-4-oxo-7-(2,2,2-trifluoroethyl)-4,5-dihydro-1H-pyrrolo[3,2-c]pyridin-2-yl]pyridin-2-yl}propanamide